NC1=C(C=C(C=N1)C=1C=C(C=CC1)O)Br 3-(6-amino-5-bromopyridin-3-yl)phenol